O=S1(CCC(=CC1)C=1C=C2CC(NC2=C(C1)C(=O)N)=O)=O 5-(1,1-dioxo-3,6-dihydro-2H-thiopyran-4-yl)-2-oxo-indoline-7-carboxamide